ClC=1C(=C(C=CC1)NC=1C2=C(N=CN1)C=CC(=N2)N2CC(C2)N(C(OC(C)(C)C)=O)C)F tert-Butyl (1-(4-((3-chloro-2-fluorophenyl)amino)pyrido[3,2-d]pyrimidin-6-yl)azetidin-3-yl)(methyl)carbamate